C(C)(C)(C)OC(=O)C1=C(C2=C(CNCC2)S1)C(=O)O (tert-butoxycarbonyl)-4,5,6,7-tetrahydrothieno[2,3-c]pyridine-3-carboxylic acid